N[C@@H](CCCCN)C(=O)[C@](CSSC[C@@](C(=O)O)(N)C([C@@H](N)CCCCN)=O)(C(=O)O)N di-lysyl-Cystine